3,6-dihydroxy-2,7-naphthalenedisulfonic acid disodium [Na].[Na].OC=1C(=CC2=CC(=C(C=C2C1)O)S(=O)(=O)O)S(=O)(=O)O